N1C(=NC2=C1C=CC=C2)C=2C=C(C=CC2)NC(C2=CC(=CC=C2)OCCCC)=O N-[3-(1H-1,3-benzodiazol-2-yl)phenyl]-3-butoxybenzamide